ClCCN1C(CCCC1)=O N-(2-chloroethyl)piperidin-2-one